C1(CC1)C1=NC=NC(=C1C1=NC(=C2NC=NC2=N1)NCC1=CC=C(C=C1)C1=CC(=NN1CC)C(F)(F)F)OC 2-(4-cyclopropyl-6-methoxypyrimidin-5-yl)-N-(4-(1-ethyl-3-(trifluoromethyl)-1H-pyrazol-5-yl)benzyl)-7H-purin-6-amine